NC1CCC(CC1)(O)CN(C(OCC1=CC=CC=C1)=O)C benzyl ((4-amino-1-hydroxycyclohexyl)methyl)(methyl)carbamate